(5S,6S,7R,7aR)-2-ethoxy-2,5-dimethyltetrahydro-5H-[1,3]dioxolo[4,5-b]pyran-6,7-diyl diacetate C(C)(=O)O[C@@H]1[C@H]([C@@H]2C(O[C@H]1C)OC(O2)(C)OCC)OC(C)=O